(2-(4-formyl-1H-pyrazol-1-yl)pyridin-4-yl)carbamic acid 2-chloroethyl ester ClCCOC(NC1=CC(=NC=C1)N1N=CC(=C1)C=O)=O